1-{4-[2-methyl-4-({(1R)-1-[2-methyl-3-(trifluoromethyl)phenyl]ethyl}amino)pyrido[2,3-d]pyrimidin-6-yl]-3,6-dihydropyridin-1(2H)-yl}ethan-1-one CC=1N=C(C2=C(N1)N=CC(=C2)C=2CCN(CC2)C(C)=O)N[C@H](C)C2=C(C(=CC=C2)C(F)(F)F)C